tert-Butyl 3-(3-(4-((8-aminooctyl)oxy) phenyl)-2-oxoimidazolidin-1-yl)-2,6-dioxopiperidine-1-carboxylate NCCCCCCCCOC1=CC=C(C=C1)N1C(N(CC1)C1C(N(C(CC1)=O)C(=O)OC(C)(C)C)=O)=O